4-(2-((3-fluorophenyl)sulfonyl)propan-2-yl)-N-(6-fluoro-pyridin-3-yl)piperidine-1-carboxamide FC=1C=C(C=CC1)S(=O)(=O)C(C)(C)C1CCN(CC1)C(=O)NC=1C=NC(=CC1)F